2-((2S,6R)-2,6-dimethylpiperazin-1-yl)-N-(4-(2,6-dioxopiperidin-3-yl)pyridin-2-yl)acetamide C[C@@H]1N([C@@H](CNC1)C)CC(=O)NC1=NC=CC(=C1)C1C(NC(CC1)=O)=O